SC1(N=NSC1)S diMercaptoThiadiazoleN